C(O)(=O)OC(C)CC(C)O pentane-2,4-diol carbonate